4-bromo-7-fluoro-5-methyl-2-(pyrrolidin-1-ylsulfonyl)-1H-indole BrC1=C2C=C(NC2=C(C=C1C)F)S(=O)(=O)N1CCCC1